COC(C(C)(C)OC=C(C)C1=CC=C(C=C1)OC)=O.C(C)N(C(C1=CN=CC=C1)=O)CC N,N-diethyl-nicotinamide methyl-2-((2-(4-methoxyphenyl)prop-1-en-1-yl)oxy)-2-methylpropionate